NCC(=O)N1CCN(CC1)CCCOC=1C=C(C=CC1)C1=CC=C2C(=CC=NC2=C1)C(=O)NCC(=O)N1[C@@H](CC(C1)(F)F)C#N (S)-7-(3-(3-(4-(2-aminoacetyl)piperazin-1-yl)propoxy)phenyl)-N-(2-(2-cyano-4,4-difluoropyrrolidin-1-yl)-2-oxoethyl)quinoline-4-carboxamide